BrC1=CC=C(C=C1)C(C)(C(C#CCCC1=CC=CC=C1)C)O 2-(4-Bromophenyl)-3-methyl-7-phenylhept-4-yn-2-ol